(R)-(3-(4-(4-(1,1-dioxidothietan-3-yl)piperidin-1-yl)-3,5-difluorophenyl)-2-oxooxazolidin-5-yl)methyl methanesulfonate CS(=O)(=O)OC[C@H]1CN(C(O1)=O)C1=CC(=C(C(=C1)F)N1CCC(CC1)C1CS(C1)(=O)=O)F